C1(CC1)C1=NN(C=C1C1=NC(=C(C=C1)F)C)[C@@H]1C[C@H](C1)CO (trans-3-(3-cyclopropyl-4-(5-fluoro-6-methylpyridin-2-yl)-1H-pyrazol-1-yl)cyclobutyl)methanol